C(C)(=O)NC=1N=C2N(N=C(C=C2)C=2C=C(C(=NC2)OC)C(=O)NC([2H])C2=C(C=CC(=C2)OC(F)(F)F)F)C1 5-{2-acetamidoimidazo[1,2-b]pyridazin-6-yl}-N-{[2-fluoro-5-(trifluoro-methoxy)phenyl](deutero)methyl}-2-methoxypyridine-3-carboxamide